FC1=C(C=CC=C1C)C 2-fluoro-1,3-dimethylbenzene